C1=NC(=CC2=CC=CC=C12)CC=1C=2N(C=CC1)N=CC2C(=O)NC2CC1(C2)CC(C1)C(=O)O cis-2-[[4-(3-isoquinolylmethyl)pyrazolo[1,5-a]pyridine-3-carbonyl]amino]spiro[3.3]heptane-6-carboxylic acid